Methyl 2-methyl-5-((4-(trifluoromethyl)phenyl)amino)imidazo[1,2-c]quinazoline-8-carboxylate CC=1N=C2N(C(=NC=3C=C(C=CC23)C(=O)OC)NC2=CC=C(C=C2)C(F)(F)F)C1